4-(4-diethylamino-1-methylbutylamino)quinoline C(C)N(CCCC(C)NC1=CC=NC2=CC=CC=C12)CC